11-hydroxynonadeca-13,16-dienoic acid OC(CCCCCCCCCC(=O)O)CC=CCC=CCC